COC(C1(CCN(CC1)CC1=CC2=C(NC(OC2)=O)C=C1)CCC1=CC=CC=C1)C1=CC=CC=C1 6-((4-(methoxy(phenyl)methyl)-4-phenethylpiperidin-1-yl)methyl)-1H-benzo[d][1,3]oxazin-2(4H)-one